C(C)(C)(C)OC(=O)N1CCC2(C(N(C(N2CC)=O)C2=CC(=C(C=C2)Cl)Br)=O)CC1 3-(3-bromo-4-chlorophenyl)-1-ethyl-2,4-dioxo-1,3,8-triazaspiro[4.5]decane-8-carboxylic acid tert-butyl ester